1-bromo-4-(N-cyclopentyl-S-methylsulphonimidoyl)benzene BrC1=CC=C(C=C1)S(=O)(=NC1CCCC1)C